FC1=CC=C(C=C1)C([C@H](C)[N+]1=CC(=C(C=C1)OC)OC(C)=O)C1=CC=C(C=C1)F (S)-1,1-bis(4-fluorophenyl)propan-2-yl-(3-acetoxy-4-methoxypyridinium)